ClC1=C(C=NN1CC(C)(O)C)NC1=NC=C(C(=N1)NC)C(F)(F)F 1-(5-chloro-4-(4-(methylamino)-5-(trifluoromethyl)pyrimidin-2-ylamino)-1H-pyrazol-1-yl)-2-methylpropan-2-ol